FC=1C=CC=C2CC[C@H]([C@H](C12)NC([O-])=O)NC([O-])=O (1S,2R)-8-Fluoro-1,2,3,4-tetrahydronaphthalin-1,2-diyl-dicarbamat